ClC1=CC(=C(COC2=CC=CC(=N2)C=2CCN(CC2)CC=2N=C3N(C=C(C=C3)C(=O)O)C2CC=2N=COC2)C=C1)F 2-((6-((4-chloro-2-fluorobenzyl)oxy)-3',6'-dihydro-[2,4'-bipyridin]-1'(2'H)-yl)methyl)-3-(oxazol-4-ylmethyl)imidazo[1,2-a]pyridine-6-carboxylic acid